CN(C)CCN1N=CC(=C1)C=1C=CC=2N(C1)N=CC2 N,N-dimethyl-2-(4-pyrazolo[1,5-a]pyridin-6-yl-1H-pyrazol-1-yl)ethylamine